CC1=CC(=CC=C1)S(=O)(=O)N m-toluenesulfonamide